1,2-bis((8-isopropyl-1-oxaspiro[4.5]dec-2-yl)oxy)ethane C(C)(C)C1CCC2(CCC(O2)OCCOC2OC3(CC2)CCC(CC3)C(C)C)CC1